N1=C(N=CC(=C1)[C@H]1[C@@H](C1)C=1C=C(C(=C(C1)N1CC2(C1)CCOCC2)F)F)C2=NC=CC=N2 trans-2-(5-(2-([2,2'-Bipyrimidin]-5-yl)cyclopropyl)-2,3-difluorophenyl)-7-oxa-2-azaspiro[3.5]nonane